CC1(CCC(CN1)NC1=CC(=NN1)C(C)C)C (5-((6,6-dimethylpiperidin-3-yl)amino))-3-isopropylpyrazole